N-(4-Fluorobenzyl)-2-((2-methoxy-4-(4-methylpiperazin-1-yl)-5-nitrophenyl)amino)-N-methyl-4-(1-methyl-1H-indol-3-yl)pyrimidine-5-carboxamide FC1=CC=C(CN(C(=O)C=2C(=NC(=NC2)NC2=C(C=C(C(=C2)[N+](=O)[O-])N2CCN(CC2)C)OC)C2=CN(C3=CC=CC=C23)C)C)C=C1